C(C)CC 2-Ethylethane